C(=CCC)S(=O)(=O)O butenesulfonic acid